FC1=CC=C(C=C1)CC(=O)NC1=CC=C(C=C1)COC(=O)N[C@@H](C(=O)OCC#N)CCC cyanomethyl (2R)-2-[[4-[[2-(4-fluorophenyl)acetyl]amino]phenyl]methoxycarbonylamino]pentanoate